COC1=NC=C(C2=C1N=C(S2)NC(=O)N2C[C@H](CC2)N)C2=CC=CC=C2 (S)-3-Amino-pyrrolidine-1-carboxylic acid (4-methoxy-7-phenyl-thiazolo[4,5-c]pyridin-2-yl)-amide